N[C@@H](C(=O)O)CCCNC(=N)N D-2-amino-5-guanidinovaleric acid